C1(CCC1)C(=O)N1[C@H]([C@]2(C[C@H]1C)NC(COC2)=O)CO[C@@H]2CC[C@@H](CC2)C2=CC=CC=C2 (1R,3R,5S)-2-cyclobutanecarbonyl-3-methyl-1-({[(CIS)-4-phenylcyclohexyl]oxy}methyl)-9-oxa-2,6-diazaspiro[4.5]decan-7-one